sodium ethylsulfanide C(C)[S-].[Na+]